8-(3-chloro-2,4-dimethylphenyl)-9-(4-((1-(3-fluoropropyl)azetidin-3-yl)methyl)phenyl)-6,7-dihydro-5H-benzo[7]annulene-3-carboxylic acid ClC=1C(=C(C=CC1C)C=1CCCC2=C(C1C1=CC=C(C=C1)CC1CN(C1)CCCF)C=CC(=C2)C(=O)O)C